(R)-2-(6-(5-(1-(2-azaspiro[3.3]heptan-6-yl)piperidin-4-yl)pyrimidin-2-yl)-5-(methoxymethyl)-6,7,8,9-tetrahydro-5H-pyrido[3',4':4,5]pyrrolo[2,3-c]pyridazin-3-yl)phenol C1NCC12CC(C2)N2CCC(CC2)C=2C=NC(=NC2)N2[C@H](C1=C(NC=3N=NC(=CC31)C3=C(C=CC=C3)O)CC2)COC